tert-butyl 8-[4-(2,6-dioxopiperidin-3-yl)phenyl]-2,8-diazaspiro[4.5]decane-2-carboxylate O=C1NC(CCC1C1=CC=C(C=C1)N1CCC2(CCN(C2)C(=O)OC(C)(C)C)CC1)=O